C(CCCCCCCCCCCCCCCCCCCCCCCCCCCCC)(=O)OCCCCCCCCCCCCCCCCCCCC arachidyl melissate